(R)-3-((tert-butyldimethylsilyl)oxy)-2-fluoropropane [Si](C)(C)(C(C)(C)C)OC[C@@H](C)F